ClC=1C(=C(C=CC1)NC=1C2=C(N=CN1)C=CC(=N2)[C@@H]2CN(CC2)C(=O)OC(C)(C)C)F (S)-tert-butyl 3-(4-((3-chloro-2-fluorophenyl)amino)pyrido[3,2-d]pyrimidin-6-yl)pyrrolidine-1-carboxylate